Cl.C(C)(C)(C)ON tert-butoxyamine hydrochloride